C(C)SC1=CC(=C(C=O)C=C1)OC 4-(ethylthio)-2-methoxybenzaldehyde